FC(C=1C=NC(=NC1)N1CCC(CC1)N1C(C(CC1)OC[C@H](C)NC(OC(C)(C)C)=O)=O)F tert-butyl ((2S)-1-((1-(1-(5-(difluoromethyl)pyrimidin-2-yl)piperidin-4-yl)-2-oxopyrrolidin-3-yl)oxy)propan-2-yl)carbamate